5-chloro-2-[(4-propanoylpiperazin-1-yl)methyl]-7,8-dihydro-6H-spiro[[1,3]oxazolo[5,4-f]quinazoline-9,1'-cyclohexan]-7-one ClC=1C=C2C(=C3C1NC(NC31CCCCC1)=O)OC(=N2)CN2CCN(CC2)C(CC)=O